4-(4-bromophenyl)bicyclo[2.2.2]octane-1-carboxamide BrC1=CC=C(C=C1)C12CCC(CC1)(CC2)C(=O)N